borazine phosphonate P(O)(O)=O.N1BNBNB1